1-(4-(3-(2,6-dichlorophenyl)azetidin-1-yl)-3-fluorobenzyl)piperidine-4-carboxylic acid ClC1=C(C(=CC=C1)Cl)C1CN(C1)C1=C(C=C(CN2CCC(CC2)C(=O)O)C=C1)F